OC1C(=CC(C2(OC12)C)=O)C1OC1C(C)(C)O 5-hydroxy-4-[3-(2-hydroxypropan-2-yl)oxiran-2-yl]-1-methyl-7-oxabicyclo[4.1.0]hept-3-en-2-one